FC1=CC=C(C=C1)CCNC1CCC2=CC(=CC=C12)/C=C/C(=O)OC methyl ((E)-3-(1-((4-fluorophenylethyl) amino)-2,3-dihydro-1H-inden-5-yl) acrylate)